C(C)(=O)OCCCOC 2-methoxymethylethyl acetate